tetrabromobisphenol A-bispotassium salt [K].[K].BrC1=C(C(=C(C(=C1O)Br)Br)C(C)(C)C1=CC=C(C=C1)O)Br